2-([1,1'-biphenyl]-3-yl)-1-cyclobutyl-N-(3-(dimethylamino)propyl)-1H-benzo[d]imidazole-6-carboxamide C1(=CC(=CC=C1)C1=NC2=C(N1C1CCC1)C=C(C=C2)C(=O)NCCCN(C)C)C2=CC=CC=C2